N1C(CCCC1)=O (R)-2-Piperidone